OC1=CC2=C(C=N1)C(=CN2)C=O 6-HYDROXY-1H-PYRROLO[3,2-C]PYRIDINE-3-CARBALDEHYDE